Azepane disodium salt [Na].[Na].N1CCCCCC1